2-[[4-(1,3-benzothiazol-2-yl)piperazin-1-yl]methyl]-N-ethylsulfonyl-4-isopropoxy-benzamide S1C(=NC2=C1C=CC=C2)N2CCN(CC2)CC2=C(C(=O)NS(=O)(=O)CC)C=CC(=C2)OC(C)C